COC1=CC=C(C=C1)C=CC(=O)NC1=C(C(=NN1)C1=CC=NC=C1)C 3-(4-methoxyphenyl)-N-(4-methyl-3-(pyridin-4-yl)-1H-pyrazol-5-yl)propenamide